(R)-4'-(4-(4-(dimethoxymethyl)piperidin-1-yl)phenyl)spiro[cyclohexane-1,3'-isochroman]-7'-ol COC(C1CCN(CC1)C1=CC=C(C=C1)[C@H]1C2(OCC3=CC(=CC=C13)O)CCCCC2)OC